C1(=CC=CC=C1)P(C1=C(C=CC=C1)P(C1=C(C=CC=C1)P(C1=CC=CC=C1)C1=CC=CC=C1)=O)C1=CC=CC=C1 bis[2-(diphenylphosphino)phenyl]phosphine oxide